C(C)(C)(C)OC(=O)N[C@H]1C[C@H](CC1)C(=O)O (1S,3R)-3-[(tert-butoxycarbonyl)amino]cyclopentanecarboxylic acid